6-bromo-N-(3-methoxy-2,6-dimethylphenyl)pyrazolo[1,5-a]pyridin-7-amine BrC=1C=CC=2N(C1NC1=C(C(=CC=C1C)OC)C)N=CC2